ClC=1C=C2C(=NC=NC2=CC1OC)N1CCC(CC1)CC[SH2](=O)C=N (R)-{2-[1-(6-chloro-7-methoxyquinazolin-4-yl)piperidin-4-yl]ethyl}(imino)methyl-λ6-sulfanone